ClC1=C(CNCCC2=C(C=CC(=C2)OC)OC)C=CC=C1C N-(2-chloro-3-methylbenzyl)-2-(2,5-dimethoxyphenyl)ethan-1-amine